2-chloro-3-nitro-6-phenyl-pyridineAl ClC1(NC(=CC=C1[N+](=O)[O-])C1=CC=CC=C1)C=O